4-[[2-(5-chloro-4-fluoro-2-hydroxy-phenyl)acetyl]amino]-N-(1-methylcyclobutyl)pyridine-2-carboxamide ClC=1C(=CC(=C(C1)CC(=O)NC1=CC(=NC=C1)C(=O)NC1(CCC1)C)O)F